3-(trimethylsilyl)propanesulfonate C[Si](CCCS(=O)(=O)[O-])(C)C